5-(4-chloro-2-formylphenyl)pyrimidine-2-carbonitrile ClC1=CC(=C(C=C1)C=1C=NC(=NC1)C#N)C=O